NC1=C(C(=NC=N1)C=1C(=C(C=C(C1)F)NC(C1=C(C=C(C=C1)C1CC1)F)=O)C)OCCN(C)C\C=C\C (E)-N-(3-(6-amino-5-(2-(N-methylbutan-2-enylamino)ethoxy)pyrimidin-4-yl)-5-fluoro-2-methylphenyl)-4-cyclopropyl-2-fluorobenzamide